(E)-3-(pyridin-4-yl)-1-(2,3,4-trihydroxyphenyl)prop-2-en-1-one N1=CC=C(C=C1)/C=C/C(=O)C1=C(C(=C(C=C1)O)O)O